The molecule is a carboxylic ester that is the 2-(p-hydroxyphenyl)ethyl ester of (3S)-4-formyl-3-(2-oxoethyl)hex-4-enoic acid. Oleocanthal is found in olive oil but it is not clear whether the natural product is a mixture of E/Z isomers or a single isomer as the two isomers readily interconvert in solution; most pharmacological studies will have been performed using a mixture. It has a role as a plant metabolite, a cyclooxygenase 2 inhibitor, a cyclooxygenase 1 inhibitor, an antioxidant, a neuroprotective agent, an antineoplastic agent, an apoptosis inducer, a nutraceutical, a Hsp90 inhibitor, a non-steroidal anti-inflammatory drug and an anti-inflammatory agent. It is a dialdehyde, a member of phenols, a carboxylic ester and an enal. It derives from a 2-(4-hydroxyphenyl)ethanol. C/C=C(/C=O)\\[C@@H](CC=O)CC(=O)OCCC1=CC=C(C=C1)O